COC=1C=C(CN2CCC(CC2)C=O)C=CC1 1-(3-methoxybenzyl)piperidine-4-carbaldehyde